The molecule is a 17-oxo steroid that is androst-4-ene-3,17-dione in which the hydrogen at position 4 is replaced by a hydroxy group. Formestane was the first selective, type I steroidal aromatase inhibitor, suppressing oestrogen production from anabolic steroids or prohormones. It was formerly used in the treatment of oestrogen-receptor positive breast cancer in post-meopausal women. As it has poor oral bioavailability, it had to be administered by (fortnightly) intramuscular injection. It fell out of use with the subsequent development of cheaper, orally active aromatase inhibitors. Formestane is listed by the World Anti-Doping Agency as a substance prohibited from use by athletes. It has a role as an EC 1.14.14.14 (aromatase) inhibitor and an antineoplastic agent. It is a 3-oxo-Delta(4) steroid, a 17-oxo steroid, a hydroxy steroid and an enol. It derives from a hydride of an androstane. C[C@]12CCC(=O)C(=C1CC[C@@H]3[C@@H]2CC[C@]4([C@H]3CCC4=O)C)O